O=C1CNC2=CC=CC=C12 3-Oxoindolin